BrC=1C=C(C(=O)NCC(=O)NCC(=O)NCC(=O)O)C=C(C1O)Br N-(3,5-dibromo-4-hydroxy-benzoyl)-glycyl-glycyl-glycin